Methyl 4-((5-((((3r,5r,7r)-adamantan-1-yl)methyl)carbamoyl)-1H-indol-1-yl)methyl)-2-methoxybenzoate C12(CC3CC(CC(C1)C3)C2)CNC(=O)C=2C=C3C=CN(C3=CC2)CC2=CC(=C(C(=O)OC)C=C2)OC